O=C1NC(CC[C@@H]1C1=CC(=NC=C1)N1CCN(CCC1)C(=O)OC(C)(C)C)=O |r| rac-tert-butyl 4-{4-[(3R)-2,6-dioxopiperidin-3-yl]pyridin-2-yl}-1,4-diazepane-1-carboxylate